1-(4'-tert.Butylphenyl)-3-(4'-methoxyphenyl)propan-1,3-dion C(C)(C)(C)C1=CC=C(C=C1)C(CC(=O)C1=CC=C(C=C1)OC)=O